FC=1C=NN(C1)C1=NC=C(C(=O)N2C3CN(CC2CC3)C3=NC(=CC(=N3)C(=O)OC)NC3=NNC(=C3)C)C=C1 Methyl 2-(8-(6-(4-fluoro-1H-pyrazol-1-yl)nicotinoyl)-3,8-diazabicyclo[3.2.1]octane-3-yl)-6-((5-methyl-1H-pyrazol-3-yl) amino)pyrimidin-4-carboxylate